OC1=C(C=CC=C1)C(/C=C/C=1C=CC(=C(COC2=CC=C(C=C2)NC(C)=O)C1)OC)=O N-[4-(5-[(1E)-3-(2-Hydroxyphenyl)-3-oxoprop-1-en-1-yl]-2-methoxybenzyloxy)phenyl]acetamide